CNN(NC)CCCC N,N-dimethylaminobutyl-amine